6-cyclobutyl-N-(2-methanesulfonylpyridin-3-yl)pyridine-3-carboxamide C1(CCC1)C1=CC=C(C=N1)C(=O)NC=1C(=NC=CC1)S(=O)(=O)C